tert-butyl (S)-4-(6-chloro-1-(2-isopropyl-4-methylpyridin-3-yl)-7-(8-methylnaphthalen-1-yl)-2-oxo-1,2-dihydropyrido[2,3-d]pyrimidin-4-yl)-3-methylpiperazine-1-carboxylate ClC1=CC2=C(N(C(N=C2N2[C@H](CN(CC2)C(=O)OC(C)(C)C)C)=O)C=2C(=NC=CC2C)C(C)C)N=C1C1=CC=CC2=CC=CC(=C12)C